OCC(C(=O)N)(NC(=O)C=1N(N=C2C=CC(=CC12)OCC1=CN=C(O1)C)C)C 3-hydroxy-2-methyl-2-({2-methyl-5-[(2-methyl-1,3-oxazol-5-yl)methoxy]-2H-indazol-3-yl}formamido)propanamide